4-(5-((2-chlorophenyl)amino)-1H-pyrazolo[3,4-b]pyridin-1-yl)-N-(2-methoxyethyl)thiophene-2-carboxamide ClC1=C(C=CC=C1)NC=1C=C2C(=NC1)N(N=C2)C=2C=C(SC2)C(=O)NCCOC